N,N'-bis(2,3-dihydroxypropyl)-5-acetamido-2,4,6-triiodoisophthalamide OC(CNC(C1=C(C(C(=O)NCC(CO)O)=C(C(=C1I)NC(C)=O)I)I)=O)CO